dibromooctafluoro-1,1'-biphenyl BrC1=C(C(=C(C(=C1C1=C(C(=C(C(=C1F)F)F)F)F)F)F)F)Br